N-[1-[2-[(1,5-dimethylpyrazol-4-yl)amino]-5-methyl-pyrimidin-4-yl]-3-methyl-indol-5-yl]prop-2-enamide CN1N=CC(=C1C)NC1=NC=C(C(=N1)N1C=C(C2=CC(=CC=C12)NC(C=C)=O)C)C